ammonium O-((2R,3R,5S)-5-((bis(4-methoxyphenyl)(phenyl) methoxy)methyl)-2-(2-isobutyramido-6-oxo-1,6-dihydro-9H-purin-9-yl)tetrahydrofuran-3-yl) phosphonothioate P(O[C@H]1[C@@H](O[C@@H](C1)COC(C1=CC=CC=C1)(C1=CC=C(C=C1)OC)C1=CC=C(C=C1)OC)N1C=2N=C(NC(C2N=C1)=O)NC(C(C)C)=O)([O-])=S.[NH4+]